O=C1N(C(C2=CC=CC=C12)=O)CC1=NC(=NO1)C=1N(C2=CC=CC(=C2C1)N[C@H]1[C@H](CN(CC1)C(=O)OC(C)(C)C)F)CC(F)(F)F |r| Racemic-tert-butyl (3S,4R)-4-[[2-[5-[(1,3-dioxoisoindolin-2-yl)methyl]-1,2,4-oxadiazol-3-yl]-1-(2,2,2-trifluoroethyl)indol-4-yl]amino]-3-fluoro-piperidine-1-carboxylate